2-[[2-[(cyclobutylmethylamino)methyl]-1H-indol-6-yl]methyl]-5-ethyl-2,7-naphthyridin-1-one C1(CCC1)CNCC=1NC2=CC(=CC=C2C1)CN1C(C2=CN=CC(=C2C=C1)CC)=O